(R)-2-((4-(4-chloro-2-fluorophenyl)-1-methyl-1H-1,2,3-triazol-5-yl)methyl)-5-(7-methoxy-5-oxa-2-azaspiro[3.4]octan-2-yl)pyridazin-3(2H)-one ClC1=CC(=C(C=C1)C=1N=NN(C1CN1N=CC(=CC1=O)N1CC2(C1)OC[C@@H](C2)OC)C)F